[6-[5-(2,2,2-trifluoro-1-hydroxy-ethyl)-4H-1,2,4-triazol-3-yl]-2-azaspiro[3.3]heptan-2-yl]-[3-[4-[1-(trifluoromethyl)cyclopropyl]phenyl]azetidin-1-yl]methanone FC(C(O)C=1NC(=NN1)C1CC2(CN(C2)C(=O)N2CC(C2)C2=CC=C(C=C2)C2(CC2)C(F)(F)F)C1)(F)F